OC1CN(C1)C1=CC=C(C=C1)C1C(NC(CC1)=O)=O 3-(4-(3-hydroxyazetidin-1-yl)phenyl)piperidine-2,6-dione